tert-pentyl peroxide 2-ethylhexanoate C(C)C(C(=O)O)CCCC.C(C)(C)(CC)OOC(C)(C)CC